N-(2-oxo-2-(4-(4-phenylcyclohexyl)hexahydropyrrolo[3,2-b]pyrrol-1(2H)-yl)ethyl)-3-(trifluoromethyl)benzamide O=C(CNC(C1=CC(=CC=C1)C(F)(F)F)=O)N1C2C(CC1)N(CC2)C2CCC(CC2)C2=CC=CC=C2